1-(4-Trifluoromethylphenyl)ethylamine FC(C1=CC=C(C=C1)C(C)N)(F)F